NC1=NC=2C=CC(=CC2C2=C1[C@H](OC2)C)C(=O)N(CC2=NC=C(C=C2)C(F)(F)F)[C@@H]2[C@H](C2)N (3R)-4-amino-N-((1s,2s)-2-aminocyclopropyl)-3-methyl-N-((5-(trifluoromethyl)-2-pyridinyl)methyl)-1,3-dihydrofuro[3,4-c]quinoline-8-carboxamide